FC(CN1C(=NC=2C(=NC=CC21)C2=CC(=C(C=C2)C(=O)N2CCOCC2)F)C(F)(F)F)F (4-(1-(2,2-difluoroethyl)-2-(trifluoromethyl)-1H-imidazo[4,5-c]pyridin-4-yl)-2-fluorophenyl)(morpholin-4-yl)methanone